9,9-bis(2-carboxypropyl)-fluorene C(=O)(O)C(CC1(C2=CC=CC=C2C=2C=CC=CC12)CC(C)C(=O)O)C